C(C)(C)(C)OC(=O)NC=1C=C(C=C2C=C(N=CC12)NC(C[C@H]1N(CCOC1)C(=O)OC(C)(C)C)=O)C=1C=NC=CC1C |r| (±)-tert-butyl 3-[2-[[8-(tert-butoxycarbonylamino)-6-(4-methyl-3-pyridyl)-3-isoquinolyl]amino]-2-oxo-ethyl]morpholine-4-carboxylate